1-cyclohexylbutan C1(CCCCC1)CCCC